dicarboxyl-bicyclo[4.3.0]nonane C(=O)(O)C1C2(CCCC2CCC1)C(=O)O